ClC1=CC=C(C=C1)C1(CC1)N 1-(4-chlorophenyl)cyclopropane-1-amine